rac-2-Thioxo-1-((2-((2R,4R)-4-(trifluoromethyl)piperidin-2-yl)pyridin-3-yl)methyl)-1,2,3,5-tetrahydro-4H-pyrrolo[3,2-d]pyrimidin-4-one S=C1NC(C2=C(N1CC=1C(=NC=CC1)[C@@H]1NCC[C@H](C1)C(F)(F)F)C=CN2)=O |r|